ClC1=C(C=C(C=C1NC1=NC=2N(C(=N1)NCC)N=CC2C#N)C#N)N2CCN(CC2)[C@H](C(=O)N)C (S)-2-(4-(2-chloro-5-cyano-3-((8-cyano-4-(ethylamino)pyrazolo[1,5-a][1,3,5]triazin-2-yl)amino)phenyl)piperazin-1-yl)propanamide